8-(3-(dimethylamino)prop-1-yn-1-yl)-1,7-dimethyl-1,6-naphthyridin-2(1H)-one CN(CC#CC=1C(=NC=C2C=CC(N(C12)C)=O)C)C